CN1N=CC(=C1)C1C(CCC1)=O 2-(1-methyl-1H-pyrazol-4-yl)cyclopentane-1-one